(3S,4S,5S,6R)-4,5,6-tri(phenoxy)3-[(phenoxy)methyl]-2,3,4-tri(phenoxy)-5-hydroxycyclohexan-1-one O(C1=CC=CC=C1)C1([C@](C(C([C@H]([C@]1(O)OC1=CC=CC=C1)OC1=CC=CC=C1)=O)OC1=CC=CC=C1)(OC1=CC=CC=C1)COC1=CC=CC=C1)OC1=CC=CC=C1